C(=O)C=1C=C(C=C(C1)CS(=O)(=O)Cl)O (5-formyl-3-hydroxyphenyl)methanesulfonyl chloride